CC#CCCCC methyl-hexyne